O1[C@@H](CCC1)C=1OC2=C(C(C1)=O)C=CC=C2 ((S)-tetrahydrofuran-2-yl)benzopyran-4-one